N-cyclopropyl-6-fluoro-5-(piperazin-1-yl)picolinamide C1(CC1)NC(C1=NC(=C(C=C1)N1CCNCC1)F)=O